(R)-tert-butyl 4-(3-fluoro-4-(methoxycarbonyl) phenyl)-3-methylpiperazine-1-carboxylate FC=1C=C(C=CC1C(=O)OC)N1[C@@H](CN(CC1)C(=O)OC(C)(C)C)C